[Mn].C1(O)=CC=C(O)C=C1 hydroquinone manganese